4-methoxy-[1,1'-biphenyl]-2-ol COC=1C=C(C(=CC1)C1=CC=CC=C1)O